ClC=1C=C2N=C(C(=NC2=CC1Cl)NCC1=CC(=C(C=C1)F)F)NC=1C=C2C=CNC2=CC1 6,7-dichloro-N2-(3,4-difluorobenzyl)-N3-(1H-indol-5-yl)quinoxaline-2,3-diamine